(3S)-1-[4-[[2-Fluoro-4-(trifluoromethoxy)phenyl]methoxy]piperidine-1-carbonyl]pyrrolidine-3-carboxamide FC1=C(C=CC(=C1)OC(F)(F)F)COC1CCN(CC1)C(=O)N1C[C@H](CC1)C(=O)N